(R)-3-((1-(2-(4-(1-acetylpiperidin-4-yl)phenyl)-3,6-dimethyl-4-oxo-3,4-dihydroquinazolin-8-yl)ethyl)amino)-6-chloro-N-(methylsulfonyl)picolinamide C(C)(=O)N1CCC(CC1)C1=CC=C(C=C1)C1=NC2=C(C=C(C=C2C(N1C)=O)C)[C@@H](C)NC=1C(=NC(=CC1)Cl)C(=O)NS(=O)(=O)C